N1CNC(C2=CC=CC=C12)=O dihydroquinazolin-4[1H]-one